benzyl 4-(1-(4-methoxybenzyl)-3-(1-(4-methoxybenzyl)-2,6-dioxopiperidin-3-yl)-2-oxo-2,3-dihydro-1H-benzo[d]imidazol-5-yl)piperazine-1-carboxylate COC1=CC=C(CN2C(N(C3=C2C=CC(=C3)N3CCN(CC3)C(=O)OCC3=CC=CC=C3)C3C(N(C(CC3)=O)CC3=CC=C(C=C3)OC)=O)=O)C=C1